FC1=CC=C(C(=C1[C@H]1N([C@@H](CC2=C1NC1=CC=CC=C21)C(F)(F)F)C[C@@H](C(=O)O)C)C)OCCN(C)CCCF (S)-3-((1R,3S)-1-(6-fluoro-3-(2-((3-fluoropropyl)(methyl)amino)ethoxy)-2-methylphenyl)-3-(trifluoromethyl)-1,3,4,9-tetrahydro-2H-pyrido[3,4-b]indol-2-yl)-2-methylpropanoic acid